O=C1NC(CCC1N1C(C2=CC=C(C=C2C1)OC1CCN(CC1)CCN1CCN(CC1)C(=O)OC(C)(C)C)=O)=O tert-butyl 4-(2-(4-((2-(2,6-dioxopiperidin-3-yl)-1-oxoisoindolin-5-yl)oxy)piperidin-1-yl)ethyl)piperazine-1-carboxylate